(5R)-5-[(3R,5S,7R,8R,9S,10S,13R,14S,17R)-3,7-dihydroxy-10,13-dimethyl-2,3,4,5,6,7,8,9,11,12,14,15,16,17-tetradecahydro-1H-cyclopenta[a]phenanthren-17-yl]hexanoic acid O[C@@H]1CC[C@@]2([C@H]3CC[C@@]4([C@H](CC[C@H]4[C@@H]3[C@@H](C[C@@H]2C1)O)[C@@H](CCCC(=O)O)C)C)C